(E)-2-chlorobenzaldehyde O-(2-chloro-6-((4,6-dimethoxypyrimidin-2-yl)thio)benzoyl) oxime ClC1=C(C(=O)O\N=C\C2=C(C=CC=C2)Cl)C(=CC=C1)SC1=NC(=CC(=N1)OC)OC